ethyl 2-(2-((5-bromo-7-(thiazol-2-ylmethoxy)benzofuran-3-yl)methoxy)phenyl)acetate BrC=1C=C(C2=C(C(=CO2)COC2=C(C=CC=C2)CC(=O)OCC)C1)OCC=1SC=CN1